3-(4-(((3r,5r,7r)-adamantan-1-yl)methyl)piperazin-1-yl)prop-1-yn C12(CC3CC(CC(C1)C3)C2)CN2CCN(CC2)CC#C